C(C=C)N1N(C2=NC(=NC=C2C1=O)SC)C1=CC=CC(=N1)S(=O)(=O)N 6-(2-allyl-6-(methylthio)-3-oxo-2,3-dihydro-1H-pyrazolo[3,4-d]pyrimidin-1-yl)pyridine-2-sulfonamide